CSCCC(C(=O)[O-])N The molecule is a sulfur-containing amino-acid anion that is the conjugate base of methionine, arising from deprotonation of the carboxy group. It is an alpha-amino-acid anion and a sulfur-containing amino-acid anion. It is a conjugate base of a methionine.